O1C(=CC=C1)C(C)(C)O 2-(furan-2-yl)propan-2-ol